CC1(CCCCC1)NC(CC)C 3-(Methylcyclohexyl)aminobutan